OC[C@H](C)NC1=C(C(=O)N(C)C)C=C(C=N1)C1=C(C=CC(=C1)C(NC1=NN(C=C1)C)=O)C (S)-2-((1-hydroxypropan-2-yl)amino)-N,N-dimethyl-5-(2-methyl-5-((1-methyl-1H-pyrazol-3-yl)carbamoyl)phenyl)nicotinamide